1-(3-fluorophenyl)-3-phenylurea FC=1C=C(C=CC1)NC(=O)NC1=CC=CC=C1